NC=1C=C(C=C(C1)C(F)(F)F)[C@@H](C)NC=1C2=C(C(NN1)=O)C=NC(=C2)N2[C@H](CN(CC2)C)C 1-(((R)-1-(3-Amino-5-(trifluoromethyl)phenyl)ethyl)amino)-7-((S)-2,4-dimethylpiperazine-1-yl)pyrido[3,4-d]pyridazin-4(3H)-one